C1(CCCC1)CCC1=CC2=C(S1)C1=CC=3C=CC4=C(SC(=C4)CC(C)C)C3C=C1C=C2 2-(2-cyclopentylethyl)-8-isobutylanthra[1,2-b:5,6-b']dithiophene